C1(=CC=CC=C1)N1NC(C=C1C1=CC=C(C=C1)C(C)(C)C)C1=CC=C(C=C1)OC 1-phenyl-3-(4-methoxy-phenyl)-5-(4-tert-butyl-phenyl)-dihydropyrazole